1-(4-(3,4-dichlorophenyl)-5-(isopropylsulfanyl)thiazol-2-yl)-4-(isothiazol-4-yl)-3-methyl-1H-pyrazole-5-carboxylic acid ClC=1C=C(C=CC1Cl)C=1N=C(SC1SC(C)C)N1N=C(C(=C1C(=O)O)C=1C=NSC1)C